4,4-difluoro-N-methoxy-N-methylcyclohexanecarboxamide FC1(CCC(CC1)C(=O)N(C)OC)F